FCC(CF)N1N=NC2=C1C=C(C=C2)C=2C=CN1N=C(N=C(C12)OC)N[C@H]1[C@@H](CN(CC1)C1(COC1)[2H])F 5-(1-(1,3-difluoropropan-2-yl)-1H-benzo[d][1,2,3]triazol-6-yl)-N-((3R,4R)-3-fluoro-1-(oxetan-3-yl-3-d)piperidin-4-yl)-4-methoxypyrrolo[2,1-f][1,2,4]triazin-2-amine